FC(C=1C(=C(C=CC1)[C@@H](C)NC1=NN=C(C=2C=C3C(=CC12)N(CC3)C3COCC3)C)F)F N-((R)-1-(3-(difluoromethyl)-2-fluorophenyl)ethyl)-5-methyl-1-(tetrahydrofuran-3-yl)-2,3-dihydro-1H-pyrrolo[2,3-g]phthalazin-8-amine